6-[3-chloro-2-fluoro-4-(4-hydroxybutoxy)phenyl]-5-methyl-4,5-dihydro-2H-pyridazin-3-one ClC=1C(=C(C=CC1OCCCCO)C=1C(CC(NN1)=O)C)F